C(#N)C1=CC=C(C(=O)N[C@H](CC2=CC(=CC=C2)OC)C)C=C1 4-cyano-N-[(2S)-1-(3-methoxyphenyl)propan-2-yl]benzamide